1-[3-iodo-5-(trifluoromethyl)-1H-pyrazolo[3,4-c]pyridin-7-yl]ethan-1-ol IC1=NNC2=C(N=C(C=C21)C(F)(F)F)C(C)O